7-hydroxyquinoline (2R,3S)-3-ethyl-2-[(3-methylimidazol-4-yl)methyl]-4-oxo-4-{[(phenoxycarbonyl)oxy]methoxy}butyl-(9Z,12Z)-octadeca-9,12-dienoate C(C)[C@@H]([C@H](COC(CCCCCCC\C=C/C\C=C/CCCCC)=O)CC=1N(C=NC1)C)C(OCOC(=O)OC1=CC=CC=C1)=O.OC1=CC=C2C=CC=NC2=C1